3-(4-aminoimidazo[2,1-f][1,2,4]triazin-7-yl)-N-((1,1-dioxidotetrahydrothiophen-3-yl)methyl)-4-methylbenzenesulfonamide NC1=NC=NN2C1=NC=C2C=2C=C(C=CC2C)S(=O)(=O)NCC2CS(CC2)(=O)=O